FC1(CN(CC[C@H]1N(C(=O)NC=1C(N(C=C(C1)C(F)(F)F)C)=O)C)C=1N=CC(=NC1)NC(C)=O)F (R)-N-(5-(3,3-difluoro-4-(1-methyl-3-(1-methyl-2-oxo-5-(trifluoromethyl)-1,2-dihydropyridin-3-yl)ureido)piperidin-1-yl)pyrazin-2-yl)acetamide